C(C)(=O)NC=1C(=C(C(=O)O)C(=CC1Cl)Cl)[N+](=O)[O-] 3-acetamido-4,6-dichloro-2-nitrobenzoic acid